C(C1=CC=CC=C1)[C@@H](C(NCC(NCOCCC(=O)O)=O)=O)NC(CNC(CNC(CCCC#CC=1C=NC(=NC1)S(=O)(=O)C)=O)=O)=O (S)-10-benzyl-23-(2-(methylsulfonyl)pyrimidin-5-yl)-6,9,12,15,18-pentaoxo-3-oxa-5,8,11,14,17-pentaazatricosane-22-ynecarboxylic acid